methyl (5-((2-amino-2,4-dimethylpentyl)oxy)-[2,4'-bipyridin]-2'-yl)carbamate NC(COC=1C=CC(=NC1)C1=CC(=NC=C1)NC(OC)=O)(CC(C)C)C